BrC1=CC=CC=2[C@@H](CCOC21)CN(C(OC(C)(C)C)=O)C tert-butyl N-{[(4R)-8-bromo-3,4-dihydro-2H-1-benzopyran-4-yl]methyl}-N-methylcarbamate